The molecule is an L-proline derivative that is trans-4-hydroxy-L-proline in which the amino hydrogen has been replaced by a methyl group. It has a role as a plant metabolite and an anti-HIV-1 agent. It is a L-proline derivative and a pyrrolidine alkaloid. It derives from a trans-4-hydroxy-L-proline. CN1C[C@@H](C[C@H]1C(=O)O)O